1,1'-dimethyl-2,2'-biimidazole CN1C(=NC=C1)C=1N(C=CN1)C